C(C)(C)(C)N(C(C)(C)C)[SiH3] bis(t-butyl)aminosilane